4-(4-((3R,5S)-4-propenoyl-3,5-dimethylpiperazin-1-yl)phenyl)-6-(1-methyl-1H-pyrazol-4-yl)pyrazolo[1,5-a]pyridine-3-carbonitrile C(C=C)(=O)N1[C@@H](CN(C[C@@H]1C)C1=CC=C(C=C1)C=1C=2N(C=C(C1)C=1C=NN(C1)C)N=CC2C#N)C